2-oxoethyl piperidine-4-carboxylate N1CCC(CC1)C(=O)OCC=O